FC(C1=C2C(C(C(C2=CC=C1OC=1C=NC=C(C#N)C1)(F)F)(F)F)O)F 5-((4-(difluoromethyl)-1,1,2,2-tetrafluoro-3-hydroxy-2,3-dihydro-1H-inden-5-yl)oxy)nicotinonitrile